C(C)OC1CCC(CC1)NC1=NC=C(C(=N1)N[C@H]1COCCC1)C(=O)N 2-((1r,4R)-4-ethoxycyclohexylamino)-4-((R)-tetrahydro-2H-pyran-3-ylamino)pyrimidine-5-carboxamide